3-{4-[3-(dimethylamino)propyl]-2-fluorophenoxylpropyl}-1,3-thiazole-4-carboxylate CN(CCCC1=CC(=C(OCCCN2CSC=C2C(=O)[O-])C=C1)F)C